N1C=NC2=C1C=CC(=C2)CNC=2C1=C(N=C(N2)OCC23CCCN3CCC2)C(=C(N=C1)C1=CC=CC2=CC=CC(=C12)F)F N-((1H-benzo[d]imidazol-5-yl)methyl)-8-fluoro-7-(8-fluoronaphthalen-1-yl)-2-((hexahydro-1H-pyrrolizin-7a-yl)methoxy)pyrido[4,3-d]pyrimidin-4-amine